FC1=C(C(=O)N[C@H](C(=O)OCC)CC2=CC=C(C=C2)N2C(N(C3=C(C2=O)CCC3)C)=O)C(=CC(=C1)N1[C@H](COCC1)C(F)(F)F)C ethyl (S)-2-(2-fluoro-6-methyl-4-((R)-3-(trifluoromethyl)morpholino) benzamido)-3-(4-(1-methyl-2,4-dioxo-1,2,4,5,6,7-hexahydro-3H-cyclopenta[d]pyrimidin-3-yl)phenyl)propanoate